2-(5-amino-2-(furan-2-yl)-7H-pyrazolo[4,3-e][1,2,4]triazolo[1,5-c]pyrimidin-7-yl)-N-((6-methoxypyridin-2-yl)methyl)-2-phenylpropanamide NC1=NC2=C(C=3N1N=C(N3)C=3OC=CC3)C=NN2C(C(=O)NCC2=NC(=CC=C2)OC)(C)C2=CC=CC=C2